NC(C#N)CCCC amino-hexanenitrile